bis-(2,6-di-tert-butyl-4-methyl-phenyl)-pentaerythritol diphosphite OP(O)OP(O)O.C(C)(C)(C)C1=C(C(=CC(=C1)C)C(C)(C)C)C(O)(C(CO)(CO)CO)C1=C(C=C(C=C1C(C)(C)C)C)C(C)(C)C